3-azabicyclo[3.1.1]heptane-3-carboxylate C12CN(CC(C1)C2)C(=O)[O-]